3-methyl-1,3-heptanediol CC(CCO)(CCCC)O